4-(10-Acryloyl-2-fluoro-4-methyl-14-oxo-8,8a,9,10,11,12-hexahydro-7H,14H-pyrazino[1',2':5,6][1,5]diazocino[3,2,1-hi]indol-3-yl)-2-amino-7-fluorobenzo[b]thiophene-3-carbonitrile C(C=C)(=O)N1CC2N(C(C=3C=C(C(=C4C(=CN(C34)CC2)C)C2=CC=C(C=3SC(=C(C32)C#N)N)F)F)=O)CC1